C(C)OC=1C=C2C(=CNC2=CC1)CCNC1=NC(=CC(=N1)NC1=CC2=C(NC(=N2)C)C=C1)C N2-[2-(5-ethoxy-1H-indol-3-yl)ethyl]-6-methyl-N4-(2-methyl-1H-benzo[d]imidazol-5-yl)pyrimidine-2,4-diamine